C1(CC1)C1=NC=NC(=C1C1=NC=2N(C(C(N(C2C=N1)C)=O)C)CC1=CC(=C(C=C1)C=1N(C=C(N1)C(F)(F)F)C)F)OC 2-(4-cyclopropyl-6-methoxypyrimidin-5-yl)-8-(3-fluoro-4-(1-methyl-4-(trifluoromethyl)-1H-imidazol-2-yl)benzyl)-5,7-dimethyl-7,8-dihydropteridin-6(5H)-one